NC(/C=C/CC[C@@H](C(=O)NC=1C(N(C=CC1)CC1=NC2=C(N1)C=CC=C2CC(C)C)=O)NC(OCC2COCC2)=O)=O (tetrahydrofuran-3-yl)methyl ((S,E)-7-amino-1-((1-((4-isobutyl-1H-benzo[d]imidazol-2-yl)methyl)-2-oxo-1,2-dihydropyridin-3-yl)amino)-1,7-dioxohept-5-en-2-yl)carbamate